1-(4-(6-chloro-2-(3-(dimethyl-amino)-2-hydroxy-propoxy)-8-fluoro-7-(3-hydroxy-naphthalen-1-yl)quinazolin-4-yl)piperazin-1-yl)prop-2-en-1-one ClC=1C=C2C(=NC(=NC2=C(C1C1=CC(=CC2=CC=CC=C12)O)F)OCC(CN(C)C)O)N1CCN(CC1)C(C=C)=O